(3R)-7-((2S,5R)-4-acryloyl-2,5-dimethylpiperazin-1-yl)-9-chloro-10-(2,4-difluorophenyl)-3-((((S)-1-methylpyrrolidin-3-yl)oxy)methyl)-2H-[1,4]oxazino[2,3,4-ij]quinazolin-5(3H)-one C(C=C)(=O)N1C[C@@H](N(C[C@H]1C)C1=NC(N2C3=C(C(=C(C=C13)Cl)C1=C(C=C(C=C1)F)F)OC[C@H]2CO[C@@H]2CN(CC2)C)=O)C